ClC1=C(C2=C(NC=NC2=O)S1)C1CN(CC1)C1=NC(=NC(=C1C#N)N1C[C@H]2CC[C@@H](C1)N2)OCC2(CC2)CN2CCOCC2 4-[3-(6-chloro-4-oxo-1H-thieno[2,3-d]pyrimidin-5-yl)pyrrolidin-1-yl]-6-[(1R,5S)-3,8-diazabicyclo[3.2.1]octan-3-yl]-2-[[1-(morpholinomethyl)cyclopropyl]methoxy]pyrimidine-5-carbonitrile